CC1=C(C=C(C(=O)NC=2N=NC=C(C2)C(F)(F)F)C=C1)N1N=CC(=C1)C=1C=NC=CC1 4-Methyl-3-[4-(3-pyridyl)pyrazol-1-yl]-N-[5-(trifluoromethyl)pyridazin-3-yl]benzamide